(2R,4R)-N-[2-[(4,4-difluorocyclohexyl)amino]-2-oxo-1-(3-pyridyl)ethyl]-N-[2-fluoro-4-(pentafluoro-λ6-sulfanyl)phenyl]-4-methoxy-pyrrolidine-2-carboxamide FC1(CCC(CC1)NC(C(C=1C=NC=CC1)N(C(=O)[C@@H]1NC[C@@H](C1)OC)C1=C(C=C(C=C1)S(F)(F)(F)(F)F)F)=O)F